1-((2-(4-(1H-indole-2-carbonyl)piperazin-1-yl)-2-oxoacetamido)methyl)-N-methylcyclobutane-1-carboxamide N1C(=CC2=CC=CC=C12)C(=O)N1CCN(CC1)C(C(=O)NCC1(CCC1)C(=O)NC)=O